ClC1=NC(N(C=C1)OC1=C(C(=O)N(C(C)C)CC)C=C(C=C1)F)C 2-((4-Chloro-2-methylpyrimidin-1-yl)oxy)-N-ethyl-5-fluoro-N-isopropylbenzamide